ClC=1C=C(C=CC1)S(=O)(=O)N1CCC2(CC(CO2)NC[C@@H](COC=2C=C(C=CC2)S(=O)(=O)N(C)C)O)CC1 3-((2S)-3-(8-(3-chlorophenylsulfonyl)-1-oxa-8-azaspiro[4.5]decan-3-ylamino)-2-hydroxypropoxy)-N,N-dimethylbenzenesulfonamide